(6-fluoro-1-(4-fluorobenzyl)-1H-indol-5-yl)methanol FC1=C(C=C2C=CN(C2=C1)CC1=CC=C(C=C1)F)CO